NC1=NC=NC=2N(C3=C(C=C(C=C3C21)OC)C)CC(=O)N2[C@@H]1C[C@@H]1C[C@H]2C(=O)NC2=NC(=CC=C2)Br (1R,3S,5R)-2-(2-(4-amino-6-methoxy-8-methyl-9H-pyrimido[4,5-b]indol-9-yl)acetyl)-N-(6-bromopyridin-2-yl)-2-azabicyclo[3.1.0]hexane-3-carboxamide